N-(3-cyano-thiobenzoyl)piperidine C(#N)C=1C=C(C(=S)N2CCCCC2)C=CC1